Phosphinous acid PO